bis(2,2,6,6-Tetramethyl-4-piperidinyl)-1,6-hexanediamine CC1(NC(CC(C1)C(CCCCCN)(N)C1CC(NC(C1)(C)C)(C)C)(C)C)C